P(=O)(OCCCCCCCCCCCC)([O-])[O-].[K+].[K+] potassium monododecyl phosphate